COC(CC(=O)N(C1=C(C=CC=C1C)CC)C1=CC(=C(C=C1)F)Br)=O.O1C(CC1)C1=CC(=C2CNC(C2=C1)=O)C(F)(F)F 6-(oxetan-2-yl)-4-(trifluoromethyl)isoindolin-1-one methyl-3-((3-bromo-4-fluorophenyl)(2-ethyl-6-methylphenyl)amino)-3-oxopropanoate